6-(4-Amino-2,6-dichlorobenzyl)-2-ethylpyridazin-3(2H)-one NC1=CC(=C(CC=2C=CC(N(N2)CC)=O)C(=C1)Cl)Cl